COC(=O)[C@@H]1[C@H](NC(C1)=O)C(N(C)C1=C(C(=CC=C1)Cl)NC(=O)OC(C)(C)C)=O (2S,3S)-2-((2-((tert-butoxycarbonyl)amino)-3-chlorophenyl)(methyl)carbamoyl)-5-oxopyrrolidine-3-carboxylic acid methyl ester